2-(trifluoromethyl)-5-(3,4,5-trimethoxyphenethyl)aniline FC(C1=C(N)C=C(C=C1)CCC1=CC(=C(C(=C1)OC)OC)OC)(F)F